((S)-2-(2,3-Difluorophenyl)pyrrolidin-1-yl)-3-fluoro-N-((R,E)-4-(methylsulfonyl)but-3-en-2-yl)picolinamide FC1=C(C=CC=C1F)[C@H]1N(CCC1)C1=C(C(=NC=C1)C(=O)N[C@H](C)\C=C\S(=O)(=O)C)F